C(CCC(C)C)N(CCN(CCN(C)CCCC(C)C)C)C N,N''-diisohexyl-N,N',N''-trimethyl(diethylenetriamine)